Ethyl 2-(2,2-dimethoxyethyl)-4,4,4-trifluorobutyrate COC(CC(C(=O)OCC)CC(F)(F)F)OC